CC=1CN(CC1)CC(N1CCNCC1)=O 3-methyl-1-[2-oxo-2-(piperazin-1-yl)ethyl]-2,5-dihydro-1H-pyrrole